C1(=CC=CC=C1)S(=O)(=O)O.NCC(C1=CC(=CC=C1)Cl)C=1N(C=C(N1)C(=O)N)C1=NC(=NC=C1C)NC1CCOCC1 (2-amino-1-(3-chlorophenyl)ethyl)-1-(5-methyl-2-((tetrahydro-2H-pyran-4-yl)amino)pyrimidin-4-yl)-1H-imidazole-4-carboxamide benzenesulfonic acid salt